methyl {(6S)-4-[4'-(2-t-butoxy-2-oxoethoxy)-2'-methoxy[1,1'-biphenyl]-4-yl]-2,3,9-trimethyl-6H-thieno[3,2-f][1,2,4]triazolo[4,3-a][1,4]diazepin-6-yl}acetate C(C)(C)(C)OC(COC1=CC(=C(C=C1)C1=CC=C(C=C1)C1=N[C@H](C=2N(C3=C1C(=C(S3)C)C)C(=NN2)C)CC(=O)OC)OC)=O